COC1=CC=C(C=C1)S(=O)(=O)OC=1C=C(C=CC1)NC(=O)NC1=CC=C(C=C1)OS(=O)(=O)C1=CC=C(C=C1)OC N-[3-(p-methoxyphenylsulfonyloxy)phenyl]-N'-[4-(p-methoxyphenylsulfonyloxy)phenyl]urea